C1(CC1)OC1=NN(C=C1N)COC 3-cyclopropoxy-1-(methoxymethyl)-1H-pyrazol-4-amine